1-ethyl-3-methylimidazole lysine salt N[C@@H](CCCCN)C(=O)O.C(C)N1CN(C=C1)C